C(#N)CN(C(\C=C\C1=CC(=C(C=C1)O)O)=O)CCC1=CC=C(C=C1)O (E)-N-(cyanomethyl)-3-(3,4-dihydroxyphenyl)-N-(4-hydroxyphenethyl)acrylamide